C1(OC(CO1)C)=O.FC=C(F)F trifluoroethylene Methylethylene carbonate